4'-(3-(1-Cyanopyrrolidin-2-yl)-1,2,4-oxadiazol-5-yl)-[2,2'-bipyridine]-4-carbonitrile C(#N)N1C(CCC1)C1=NOC(=N1)C1=CC(=NC=C1)C1=NC=CC(=C1)C#N